OC[C@H](C)NS(=O)(=O)C1=CC=CC=C1 N-((S)-1-hydroxypropan-2-yl)benzenesulfonamide